2-Amino-N-(1-[8-chloro-5-(1-oxidothiomorpholin-4-yl)imidazo[1,5-a]pyridin-6-yl]ethyl)pyrazolo[1,5-a]pyrimidine-3-carboxamide trifluoroacetate salt FC(C(=O)O)(F)F.NC1=NN2C(N=CC=C2)=C1C(=O)NC(C)C=1C=C(C=2N(C1N1CCS(CC1)=O)C=NC2)Cl